4-[1-methyl-3-(5-methylpyrazin-2-yl)pyrazol-4-yl]-1H-pyrrolo[2,3-b]pyridine CN1N=C(C(=C1)C1=C2C(=NC=C1)NC=C2)C2=NC=C(N=C2)C